N1=CN=C2N1C=CC(N2)=O [1,2,4]triazolo[1,5-a]pyrimidin-5(4H)-one